tert-butyl ((1R,3S)-1-(2-chlorophenyl)-3-hydroxy-2-oxocyclohexyl)carbamate ClC1=C(C=CC=C1)[C@]1(C([C@H](CCC1)O)=O)NC(OC(C)(C)C)=O